(E)-2-methoxy-5-(2-(tetrahydro-2H-pyran-4-yl)vinyl)aniline ethyl-(E)-3-(3-bromophenyl)prop-2-enoate C(C)OC(\C=C\C1=CC(=CC=C1)Br)=O.COC1=C(N)C=C(C=C1)\C=C\C1CCOCC1